ClC1=NC=CC(=N1)C=1C(=NC=CC1)OC1=CC(=CC(=C1)OC)OC 2-chloro-4-(2-(3,5-dimethoxyphenoxy)pyridin-3-yl)pyrimidine